C(C)(=O)N1[C@@H]2[C@H](C[C@H](C1)C2)CC(=O)NC2=NC=C(C(=C2)C2=C1N(N=C2)CC(C1)(C)C)Cl 2-((1S,4S,6R)-2-acetyl-2-azabicyclo[2.2.1]heptan-6-yl)-N-(5-chloro-4-(5,5-dimethyl-5,6-dihydro-4H-pyrrolo[1,2-b]pyrazol-3-yl)pyridin-2-yl)acetamide